FC1=CC(=C(OCCN(C(CN2N=CC(=C2)NC(CCNC2=NC=CC=N2)=O)=O)C)C=C1)OC N-(1-(2-((2-(4-fluoro-2-methoxyphenoxy)ethyl)(methyl)amino)-2-oxoethyl)-1H-pyrazol-4-yl)-3-(pyrimidin-2-ylamino)propanamide